tert-butyl (1S,4S)-5-[4-[3-chloro-2-fluoro-4-[(1-fluorocyclobutyl)methoxy]anilino]-7-fluoro-pyrido[3,2-d]pyrimidin-6-yl]-2,5-diazabicyclo[2.2.1]heptane-2-carboxylate ClC=1C(=C(NC=2C3=C(N=CN2)C=C(C(=N3)N3[C@@H]2CN([C@H](C3)C2)C(=O)OC(C)(C)C)F)C=CC1OCC1(CCC1)F)F